2-[(2E)-2-(aminomethyl)-3-fluoroprop-2-en-1-yl]-4-[6-(1,3-benzodioxol-5-yl)-5-methylpyridin-3-yl]-2,4-dihydro-3H-1,2,4-triazol-3-one NC/C(/CN1N=CN(C1=O)C=1C=NC(=C(C1)C)C1=CC2=C(OCO2)C=C1)=C\F